[Sr].[La].C1(=CC=CC2=[NH+]C3=CC=CC=C3C=C12)C(=O)[O-] Acridiniumcarboxylate lanthanum strontium